8-(8-amino-1-bromoimidazo[1,5-a]pyrazin-3-yl)hexahydro-2H-pyrazino[1,2-a]pyrazin-1(6H)-one NC=1C=2N(C=CN1)C(=NC2Br)N2CC1N(CCNC1=O)CC2